C(#N)C=1C=C(C=C(C1F)F)C(C)(C)C1=CC=C(OCC2=NC(=NC=C2)N(S(=O)(=O)C)CC2=CC=C(C=C2)OC)C=C1 N-(4-((4-(2-(3-cyano-4,5-difluorophenyl)propan-2-yl)phenoxy)methyl)pyrimidin-2-yl)-N-(4-methoxybenzyl)methanesulfonamide